FS(C=1C=CC2=C(NC(=N2)N)C1)(F)(F)(F)F 6-(Pentafluorosulfanyl)-1H-benzo[d]imidazol-2-amine